tert-butyl (R)-(4-((2-hydroxyethyl)(methyl)amino)-1-(phenylthio)butan-2-yl)carbamate OCCN(CC[C@H](CSC1=CC=CC=C1)NC(OC(C)(C)C)=O)C